3-((2-(trimethylsilyl)ethoxy)methoxy)imidazo[1,2-a]pyridine-2-carboxamide C[Si](CCOCOC1=C(N=C2N1C=CC=C2)C(=O)N)(C)C